CC1=NC(=CC(=C1)C1=CC2=C(C(N(C=C2)C)=O)N1)C 2-(2,6-dimethylpyridin-4-yl)-6-methyl-7-oxo-1H-pyrrolo[2,3-c]pyridin